2-(5-ethyl-2-(5-hydroxy-1,3a,4,5,6,6a-hexahydropentalen-2-yl)-7-oxo-6-(piperazin-1-yl)-[1,2,4]triazolo[1,5-a]pyrimidin-4(7H)-yl)-N-(4-(pentafluoro-λ6-sulfaneyl)phenyl)acetamide C(C)C=1N(C=2N(C(C1N1CCNCC1)=O)N=C(N2)C=2CC1CC(CC1C2)O)CC(=O)NC2=CC=C(C=C2)S(F)(F)(F)(F)F